2-[1-(2-ethylsulfanyl-6-methyl-4-oxo-chromen-8-yl)ethylamino]benzoic acid tert-butyl ester C(C)(C)(C)OC(C1=C(C=CC=C1)NC(C)C=1C=C(C=C2C(C=C(OC12)SCC)=O)C)=O